IC1=C(C=2C=CN=C(C2C=C1)C)N 6-iodo-1-methylisoquinolin-5-amine